FC(CN1C(=NC2=C1C=C(C=C2)C=2C=CN1N=C(N=C(C12)OC)NC1CCN(CC1)CC(F)F)C)F 5-(1-(2,2-difluoroethyl)-2-methyl-1H-benzo[d]imidazol-6-yl)-N-(1-(2,2-difluoroethyl)piperidin-4-yl)-4-methoxypyrrolo[2,1-f][1,2,4]triazin-2-amine